8-(2-methylphenyl)pyrido[3,2-e][1,2,4]triazolo[4,3-c]pyrimidin-3(2H)-one CC1=C(C=CC=C1)C=1C=CC=2C=3N(C=NC2N1)C(NN3)=O